bis(trifluoromethyl)-1H-pyrazol FC(F)(F)C1=CC(=NN1)C(F)(F)F